C(C1=CC=CC=C1)OC[C@]1(CN(CC1)C(C)(C)C1=CC=C(C=C1)SC)CCC1=CC=C(C=C1)F (R)-3-((benzyloxy)methyl)-3-(4-fluorophenethyl)-1-(2-(4-(methylthio)phenyl)propan-2-yl)pyrrolidine